1-(5,6,7,8-tetrahydro[1]benzothieno[2,3-d]pyrimidin-4-yl)piperidine-4-carboxamide N1=CN=C(C2=C1SC1=C2CCCC1)N1CCC(CC1)C(=O)N